ethylcyclohexane C(C)C1CCCCC1